4-[2-hydroxy-1-(2-pyridyl)ethoxy]-6-[5-methyl-1-[1-(1-prop-2-enoylazetidine-3-carbonyl)-4-piperidyl]triazol-4-yl]pyrazolo[1,5-a]pyridine-3-carbonitrile OCC(OC=1C=2N(C=C(C1)C=1N=NN(C1C)C1CCN(CC1)C(=O)C1CN(C1)C(C=C)=O)N=CC2C#N)C2=NC=CC=C2